NC1=C(C=2C(=NC(=CN2)C#CC=2C=NC=CC2)N1C1=C(C=CC(=C1)O)C)C(=O)N 6-amino-5-(5-hydroxy-2-methyl-phenyl)-3-[2-(3-pyridyl)ethynyl]pyrrolo[2,3-b]pyrazine-7-carboxamide